4',4'-Difluoro-2H-spiro[benzofuran-3,1'-cyclohexane] FC1(CCC2(CC1)COC1=C2C=CC=C1)F